F[P-](F)(F)(F)(F)F.C(#N)C(C)OC(C=O)=NOC1(OCCN(C1)[NH+]=C(O)N)N(C)C (1-[(1-(cyano-2-ethoxy)-2-oxoethylideneaminooxy)dimethylaminomorpholino])uronium hexafluorophosphate